C(CCC)OB([O-])[O-].C1(=CC=CC=C1)[P+2](C1=CC=CC=C1)(C1=CC=CC=C1)C1=CC=CC=C1 tetraphenylphosphorus n-butylborate